C(C=C)(=O)N[C@H]1CN(CC[C@@H]1F)C1=C2C(=C(NC2=C(C=C1F)C(=O)N)C)C 4-((3s,4s)-3-acrylamido-4-fluoropiperidin-1-yl)-5-fluoro-2,3-dimethyl-1H-indole-7-carboxamide